(E)-N-(4-(3-chloro-4-(pyridin-2-ylmethoxy)phenyl)-4H-pyrido[2,3,4-de]quinazolin-7-yl)-4-(isopropylamino)but-2-enamide ClC=1C=C(C=CC1OCC1=NC=CC=C1)N1C=CC=2C=3C1=NC=NC3C=CC2NC(\C=C\CNC(C)C)=O